2,2-dimethoxyethane-1,1-d2 COC(C([2H])[2H])OC